CN1CCC(CC1)NC(=O)C=1C=NN2C1C=C(C=C2)C2=CNC=1N=C(N=CC12)CCC(F)(F)F N-(1-methylpiperidin-4-yl)-5-(2-(3,3,3-trifluoropropyl)-7H-pyrrolo[2,3-d]pyrimidin-5-yl)pyrazolo[1,5-a]pyridine-3-carboxamide